(S)-dihydrogen phosphate P(=O)(O)(O)[O-]